pyrrolidine-1-carboxylic acid-5-isopropyl-2-methylphenyl ester C(C)(C)C=1C=CC(=C(C1)OC(=O)N1CCCC1)C